methyl 2-(4-bromoindazol-2-yl)acetate BrC=1C2=CN(N=C2C=CC1)CC(=O)OC